N-(2-ethoxyphenyl)-4-(2-((4-bromophenyl)amino)-2-oxoethoxy)benzamide C(C)OC1=C(C=CC=C1)NC(C1=CC=C(C=C1)OCC(=O)NC1=CC=C(C=C1)Br)=O